methyl (1s,4s)-4-(((5-(2-(2-aminopyridin-3-yl)-5-phenyl-3H-imidazo[4,5-b]pyridin-3-yl)pyridin-2-yl)amino)methyl)cyclohexane-1-carboxylate NC1=NC=CC=C1C1=NC=2C(=NC(=CC2)C2=CC=CC=C2)N1C=1C=CC(=NC1)NCC1CCC(CC1)C(=O)OC